N=1C(N=C2C1C=CC1=C2C=CC=2C=CN=CC12)=O Benzimidazo-isoquinolinone